(R)-2-((1-(tert-butoxy)vinyl)amino)-N-hydroxy-3-phenyl-propionamide C(C)(C)(C)OC(=C)N[C@@H](C(=O)NO)CC1=CC=CC=C1